N-(2-((2S,4S)-4-amino-2-(2-hydroxy-prop-2-yl)pyrrolidin-1-yl)-4-(4-cyanopyridin-3-yl)phenyl)-2-(2-fluoro-6-methoxyphenyl)pyrimidine-4-carboxamide N[C@H]1C[C@H](N(C1)C1=C(C=CC(=C1)C=1C=NC=CC1C#N)NC(=O)C1=NC(=NC=C1)C1=C(C=CC=C1OC)F)C(C)(C)O